COC1=CC(=CC2=C1OC(CO2)C=2C=NC(=CC2)OC)CN2C=NC=1C2=NC=C(C1)C=O 3-((8-methoxy-2-(6-methoxypyridin-3-yl)-2,3-dihydrobenzo[b][1,4]dioxin-6-yl)methyl)-3H-imidazo[4,5-b]pyridine-6-carbaldehyde